[Si](C)(C)(C(C)(C)C)OC1CC(NC1C)C(=O)[O-] 4-((tert-butyldimethylsilyl)oxy)-5-methylpyrrolidine-2-carboxylate